n-eicosyl pelargonate C(CCCCCCCC)(=O)OCCCCCCCCCCCCCCCCCCCC